5-(3,8-diazabicyclo[3.2.1]octan-8-yl)pyridinecarbonitrile C12CNCC(CC1)N2C=2C=CC(=NC2)C#N